[2-methyl-3-[3-(methylamino)propyl]benzimidazol-4-yl]boronic acid CC=1N(C2=C(N1)C=CC=C2B(O)O)CCCNC